tert-butyl 2-(1-(3,4-diaminophenyl)piperidin-4-yl)acetate NC=1C=C(C=CC1N)N1CCC(CC1)CC(=O)OC(C)(C)C